11-Carboxymethyl-1,4,8,11-tetraazabicyclo[6.6.2]hexadecane-4-methanephosphonic acid C(=O)(O)CN1CCN2CCCN(CCN(CCC1)CC2)CP(O)(=O)O